2-(2-((5-cyclopropyl-4-phenyl-4H-1,2,4-triazol-3-yl)thio)propanamido)-6-methyl-4,5,6,7-tetrahydrobenzo[b]thiophene-3-carboxamide C1(CC1)C=1N(C(=NN1)SC(C(=O)NC1=C(C2=C(S1)CC(CC2)C)C(=O)N)C)C2=CC=CC=C2